2-((2R,3S)-2-((E)-4,8-dimethylnona-3,7-dien-1-yl)-3-hydroxy-2-methyl-5-((Morpholine-4-carbonyl)oxy)-7-oxo-3,4,7,9-tetrahydropyrano[2,3-E]isoindol-8(2H)-yl)pentanoic acid C\C(=C/CC[C@@]1([C@H](CC=2C(=C3CN(C(C3=CC2OC(=O)N2CCOCC2)=O)C(C(=O)O)CCC)O1)O)C)\CCC=C(C)C